3-ethanesulfonamidobenzene C(C)S(=O)(=O)NC=1C=CC=CC1